(1S,3S,4S)-N-[(1R)-1-cyano-2-[(3S)-2-oxo-3-piperidyl]ethyl]-2-[(2S)-3,3-dimethyl-2-[(2,2,2-trifluoroacetyl)amino]butanoyl]-5,5-difluoro-2-azabicyclo[2.2.2]octane-3-carboxamide C(#N)[C@@H](C[C@H]1C(NCCC1)=O)NC(=O)[C@H]1N([C@@H]2CC([C@H]1CC2)(F)F)C([C@H](C(C)(C)C)NC(C(F)(F)F)=O)=O